FC=1C=CC=C2C(=NNC12)C 7-fluoro-3-methyl-1H-indazol